CC(C)C=1SC(=CC1N(C(=O)N)S(N([C@H]1CN(CCC1)C)C=1C=NN(C1)C1CC1)(=O)=O)C(C)C [2,5-bis(propan-2-yl)thiophen-3-yl]-1-[(1-cyclopropyl-1H-pyrazol-4-yl)-[(3R)-1-methylpiperidin-3-yl]sulfamoyl]urea